2,4-bis(2,4-dimethylphenyl)-6-(2-hydroxy-4-iso-octyloxyphenyl)triazine CC1=C(C=CC(=C1)C)N1NC(=CC(=N1)C1=C(C=C(C=C1)C)C)C1=C(C=C(C=C1)OCCCCCC(C)C)O